C1(=CC=CC=C1)S(=O)(=O)N1C=C(C2=CC=C(C=C12)\C=C\C(C)(C)O)C1=NC(=NC=C1C(F)(F)F)N[C@@H]1CN(CCC1)C(=O)OC(C)(C)C tert-butyl (3S)-3-[[4-[1-(benzenesulfonyl)-6-[(E)-3-hydroxy-3-methyl-but-1-enyl] indol-3-yl]-5-(trifluoromethyl)pyrimidin-2-yl]amino]piperidine-1-carboxylate